2,2',2''-(10-([1,1'-biphenyl]-4-ylmethyl)-1,4,7,10-tetraazacyclododecane-1,4,7-triyl)triacetic acid C1(=CC=C(C=C1)CN1CCN(CCN(CCN(CC1)CC(=O)O)CC(=O)O)CC(=O)O)C1=CC=CC=C1